BrC=1C=CC2=CN(C(N=C2C1)NN)COCC[Si](C)(C)C 7-bromo-2-hydrazino-3-((2-(trimethylsilyl)ethoxy)methyl)quinazolin